(2-((9,9-dimethyl-9H-fluoren-2-yl)(phenyl)amino)phenyl)boronic acid CC1(C2=CC=CC=C2C=2C=CC(=CC12)N(C1=C(C=CC=C1)B(O)O)C1=CC=CC=C1)C